N-[(4-cyclohexyl-2,5-dioxoimidazolidin-4-yl)methyl]-2-(4-fluorophenyl)-2H-1,2,3-triazole-4-carboxamide C1(CCCCC1)C1(NC(NC1=O)=O)CNC(=O)C1=NN(N=C1)C1=CC=C(C=C1)F